C(C)(C)(C)[S@](=O)N[C@H]1C2=C(N=C(S2)Cl)CC12CCN(CC2)C(=O)OC(C)(C)C tert-butyl (6R)-6-[[(S)-tert-butyl sulfinyl]amino]-2-chloro-spiro[4,6-dihydrocyclopenta[d]thiazole-5,4'-piperidine]-1'-carboxylate